(R)-N-[(1R)-1-(2-amino-3-bromo-5-methylphenyl)ethyl]-2-methylpropane-2-sulfinamide NC1=C(C=C(C=C1Br)C)[C@@H](C)N[S@](=O)C(C)(C)C